2-methoxypropionic acid COC(C(=O)O)C